ClC1C(N=CC(=C1)C1=C(C(=CC(=C1)F)C(=O)N1C(C=2C(CC1)=C(N(N2)C)C2=CC(=CC(=C2)F)F)C)Cl)=O 3-Chloro-5-[2-chloro-3-[3-(3,5-difluorophenyl)-2,7-dimethyl-5,7-dihydro-4H-pyrazolo[3,4-c]pyridine-6-carbonyl]-5-fluoro-phenyl]-3H-pyridin-2-one